CaffeoylCoA C(\C=C\C1=CC(O)=C(O)C=C1)(=O)SCCNC(CCNC([C@@H](C(COP(OP(OC[C@@H]1[C@H]([C@H]([C@@H](O1)N1C=NC=2C(N)=NC=NC12)O)OP(=O)(O)O)(=O)O)(=O)O)(C)C)O)=O)=O